Dimethyl 2,6-dichloroterephthalate ClC1=C(C(=O)OC)C(=CC(=C1)C(=O)OC)Cl